(S)-1-((2-((2-chloro-3-(3-chloro-2-(3-methoxy-4-((((5-oxopyrrolidin-2-yl)methyl)amino)methyl)phenyl)pyridin-4-yl)phenyl)amino)-3-fluoropyridin-4-yl)methyl)azetidine-3-carboxylic acid ClC1=C(C=CC=C1C1=C(C(=NC=C1)C1=CC(=C(C=C1)CNC[C@H]1NC(CC1)=O)OC)Cl)NC1=NC=CC(=C1F)CN1CC(C1)C(=O)O